C[Si](CCOCN1C(=NC(=C1Br)Br)Br)(C)C trimethyl-[2-[(2,4,5-tribromoimidazol-1-yl)methoxy]ethyl]silane